(R)-3-(1-(2-amino-6-methylpyrimidin-4-yl)azepan-2-yl)-4-methoxy-N-methylbenzamide NC1=NC(=CC(=N1)N1[C@H](CCCCC1)C=1C=C(C(=O)NC)C=CC1OC)C